5-(1,2,3-benzotriazole-1-carbonyl)-2-(methylsulfanyl)-N-phenylpyridin-4-amine N1(N=NC2=C1C=CC=C2)C(=O)C=2C(=CC(=NC2)SC)NC2=CC=CC=C2